3-aminopropyl-(methyl)(diethoxy)silane NCCC[Si](OCC)(OCC)C